BrC=1C=CC(=NC1)S(=O)(=O)C=1C(N=C(N(C1O)C1=C(C=CC=C1OC)OC)CCCC)=O 5-((5-Bromopyridin-2-yl)sulfonyl)-2-butyl-1-(2,6-dimethoxyphenyl)-6-hydroxypyrimidin-4(1H)-one